3-(1-oxo-5-(1-((2-(pyridin-2-yl)pyrazolo[1,5-a]pyridin-6-yl)methyl)piperidin-4-yl)isoindolin-2-yl)piperidine-2,6-dione O=C1N(CC2=CC(=CC=C12)C1CCN(CC1)CC=1C=CC=2N(C1)N=C(C2)C2=NC=CC=C2)C2C(NC(CC2)=O)=O